NC1=C(C=C(C=C1)C1=CC=C(C=C1)S(=O)(=O)NC=1C=C(C=CC1)C)F 4'-amino-3'-fluoro-N-m-tolyl-[1,1'-biphenyl]-4-sulfonamide